Perfluoro(10-cyano-5-methyl-3,6-dioxa-1-decene) FC(=C(OC(C(OC(C(C(C(C#N)(F)F)(F)F)(F)F)(F)F)(C(F)(F)F)F)(F)F)F)F